2-diazo-2-(4-fluoro-phenyl)-acetic acid methyl ester COC(C(C1=CC=C(C=C1)F)=[N+]=[N-])=O